N-(2-((1r,4r)-4-formylcyclohexanyl)-6-(2-hydroxyprop-2-yl)-2H-indazol-5-yl)-6-(trifluoromethyl)pyridinecarboxamide C(=O)C1CCC(CC1)N1N=C2C=C(C(=CC2=C1)NC(=O)C1=NC(=CC=C1)C(F)(F)F)C(C)(C)O